N\C(=C/C#N)\C1=CC=C(C=C1)Br (Z)-3-amino-3-(4-bromophenyl)acrylonitrile